N-{2-[1-(2,3-dihydro-1,4-benzodioxin-5-ylmethyl)piperidin-4-yl]ethyl}-7-methyl-2-phenylpyrazolo[1,5-a]pyrimidine-6-carboxamide O1CCOC2=C1C=CC=C2CN2CCC(CC2)CCNC(=O)C=2C=NC=1N(C2C)N=C(C1)C1=CC=CC=C1